6'-chloro-5-methyl-3,3'-bipyridine ClC1=CC=C(C=N1)C=1C=NC=C(C1)C